N-(4-(5-(difluoromethyl)-1,3,4-oxadiazol-2-yl)-2-fluorobenzyl)-1-ethyl-3-fluoro-N-phenylazetidine-3-carboxamide FC(C1=NN=C(O1)C1=CC(=C(CN(C(=O)C2(CN(C2)CC)F)C2=CC=CC=C2)C=C1)F)F